CC=1C(=C(C=CC1)C1=CC=CC=C1)C1CCCC1 methyl-cyclopentyl-biphenyl